chlorobis(1-methylethyl)octadecylsilane Cl[Si](CCCCCCCCCCCCCCCCCC)(C(C)C)C(C)C